[Si](C)(C)(C(C)(C)C)OC1N(CCC1)C(=O)O ((tert-Butyldimethylsilyl)oxy)pyrrolidine-1-carboxylic acid